(4-amino-3,5-difluorophenyl)(8-(4-chloro-1-methyl-6-(trifluoromethyl)-1H-benzo[d]imidazol-5-yl)indolizin-3-yl)methanone NC1=C(C=C(C=C1F)C(=O)C1=CC=C2C(=CC=CN12)C1=C(C2=C(N(C=N2)C)C=C1C(F)(F)F)Cl)F